CC1=C(C(=NC=C1C=1N=CC2=C(C=CC=C2C1)B1OC(C(O1)(C)C)(C)C)C(=O)O)OC.C(CCCCCCC)OC=1C=C(C=C(C1)OCCCCCCCC)C=1C2=CC=C(N2)C=C2C=CC(C(=C3C=CC(=CC=4C=CC1N4)N3)C3=CC(=CC(=C3)OCCCCCCCC)OCCCCCCCC)=N2 5,15-bis(3,5-dioctyloxyphenyl)porphyrin methyl-3-methoxy-5-(8-(4,4,5,5-tetramethyl-1,3,2-dioxaborolan-2-yl)isoquinolin-3-yl)picolinate